FC1=NC=CC(=C1)B1OC(C)(C)C(C)(C)O1 2-fluoropyridin-4-yl-boronic acid pinacol ester